FC(CO)(F)C=1C=C(C=CC1)[C@@H](C)NC(=O)C=1C=C(C(=C2C=NNC12)OC)C1CNCCC1 N-((R)-1-(3-(1,1-difluoro-2-hydroxyethyl)phenyl)ethyl)-4-methoxy-5-(piperidin-3-yl)-1H-indazole-7-carboxamide